methyl (E)-2-[2-[6-(2-sulfanylphenoxy) pyrimidin-4-yloxy] phenyl]-3-methoxyacrylate SC1=C(OC2=CC(=NC=N2)OC2=C(C=CC=C2)/C(/C(=O)OC)=C\OC)C=CC=C1